tert-butyl-4-[(6-{6-[(2-methoxypyridin-4-yl)amino]-3-oxo-2-(prop-2-en-1-yl)-1H,2H,3H-pyrazolo[3,4-d]pyrimidin-1-yl}pyridin-2-yl)oxy]piperidine-1-carboxylate C(C)(C)(C)OC(=O)N1CCC(CC1)OC1=NC(=CC=C1)N1N(C(C=2C1=NC(=NC2)NC2=CC(=NC=C2)OC)=O)CC=C